N-((1-(2,4-dimethylphenyl)cyclopropyl)methyl)-4-(trifluoromethoxy)benzenesulfonamide CC1=C(C=CC(=C1)C)C1(CC1)CNS(=O)(=O)C1=CC=C(C=C1)OC(F)(F)F